ethyl 6-oxo-6,7-dihydro-1H-pyrazolo[3,4-b]pyridine-4-carboxylate O=C1C=C(C2=C(N1)NN=C2)C(=O)OCC